NC=1C=C(C=CC1F)NC(OC(C)(C)C)=O tert-butyl (3-amino-4-fluorophenyl)carbamate